COC1=CC(=NC=C1)C(CNC)=O 1-(4-Methoxypyridin-2-yl)-2-(methylamino)ethan-1-one